methyl ((1r,4r)-4-((2-(5-(2-(N-ethylisobutyramido)-4-fluorophenoxy)pyrimidin-4-yl)-2,7-diazaspiro[3.5]nonan-7-yl)methyl)cyclohexyl)carbamate C(C)N(C(C(C)C)=O)C1=C(OC=2C(=NC=NC2)N2CC3(C2)CCN(CC3)CC3CCC(CC3)NC(OC)=O)C=CC(=C1)F